C(#N)C=1C=CC(=NC1)CN1C(=NC2=C1C=C(C(=C2)C)C)N2C[C@H]([C@@H](CC2)F)NC(OC(C)(C)C)=O tert-butyl ((3R,4R)-1-(1-((5-cyanopyridin-2-yl)methyl)-5,6-dimethyl-1H-benzo[d]imidazol-2-yl)-4-fluoropiperidin-3-yl)carbamate